BrC=1C=CC(=NC1)CN1C(C(N(CC1)C1CCC1)=O)=O 1-((5-bromopyridin-2-yl)methyl)-4-cyclobutylpiperazine-2,3-dione